O1CCN(CC1)C1=CC(=NC=C1)NC1=NC=NC2=CC(=C(C=C12)[N+](=O)[O-])OC N-(4-morpholinopyridin-2-yl)-7-methoxy-6-nitroquinazolin-4-amine